1-[2-(3-chloro-4-trifluoromethyl-anilino)-pyrimidin-4-yl]-1H-indole-3-carboxamide ClC=1C=C(NC2=NC=CC(=N2)N2C=C(C3=CC=CC=C23)C(=O)N)C=CC1C(F)(F)F